C(#N)C1=C(C=CC(=C1)C(F)(F)F)N1CCC(CC1)(C(=O)NCCCN(C)C)C=1C=NC(=C(C1)F)C1=C(C=CC=C1)OC 1-[2-cyano-4-(trifluoromethyl)phenyl]-N-[3-(dimethylamino)propyl]-4-[5-fluoro-6-(2-methoxyphenyl)pyridin-3-yl]piperidine-4-carboxamide